COC(=O)C1=C(C=NN1CC1=C(C=C(C=C1)C(=O)OC)OC)N.C1(=CC=CC=C1)C1=C(C2=C(OC3=C2C=CC=C3)C=C1)C1=C(C(=C(C=C1)C1=CC=CC=C1)C1=CC=CC=C1)C1=NN=NC=C1 (phenyl)[di(phenyl)triazinylphenyl]dibenzofuran methyl-4-amino-1-(2-methoxy-4-(methoxycarbonyl)benzyl)-1H-pyrazole-5-carboxylate